indenoAt C1(C=CC2=CC=CC=C12)C(=O)[O-]